[O-2].[Fe+3].[O-2].[O-2].[Fe+3] iron (III)-oxide